1-[(4-Methylphenyl)dioxy-lambda6-thio]-5-[4-(4-methylpiperazin-1-yl)phenyl]-3-(2-methylpyrazol-3-yl)pyrrolo[2,3-b]pyridine CC1=CC=C(C=C1)OO[SH4]N1C=C(C=2C1=NC=C(C2)C2=CC=C(C=C2)N2CCN(CC2)C)C=2N(N=CC2)C